2-{3-[(2R,6S)-2,6-dimethylmorpholine-4-carbonyl]-5,6-dihydrocyclopenta[c]pyrazol-1(4H)-yl}-1-[4-(2-ethylphenyl)piperidin-1-yl]ethan-1-one C[C@@H]1CN(C[C@@H](O1)C)C(=O)C=1C2=C(N(N1)CC(=O)N1CCC(CC1)C1=C(C=CC=C1)CC)CCC2